C(C)(=O)OC1=C2CCC(C2=CC=C1C1=NC(=C(C(=N1)NCC1=CC=C(C=C1)OC)C(=O)OCC)C)(C)C ethyl 2-(4-acetoxy-1,1-dimethyl-2,3-dihydro-1H-inden-5-yl)-4-((4-methoxybenzyl)amino)-6-methylpyrimidine-5-carboxylate